4-[1-(p-tolyl)-1H-imidazol-4-yl]piperidine dihydrochloride Cl.Cl.C1(=CC=C(C=C1)N1C=NC(=C1)C1CCNCC1)C